ClC1=C(C=CC=C1C1=C(C(=CC=C1)C1=CC=2N(C=C1)C(=NN2)C2=CC=C(C=C2)CNCCO)Cl)C2=CC=C(C=C2)CNCCO 2-(((2',2''-dichloro-3''-(3-(4-(((2-hydroxyethyl)amino)methyl)phenyl)-[1,2,4]triazolo[4,3-a]pyridin-7-yl)-[1,1':3',1''-terphenyl]-4-yl)methyl)amino)ethan-1-ol